ClC=1SC=C(C1NC(=O)C1=CN=C(S1)NC1=NC(=NC(=C1)N1CCN(CC1)CCO)C)F N-(2-chloro-4-fluorothiophen-3-yl)-2-((6-(4-(2-hydroxyethyl)piperazin-1-yl)-2-methylpyrimidin-4-yl)amino)thiazole-5-carboxamide